(5-Methylthiazol-2-yl)methanol CC1=CN=C(S1)CO